N-(4-((2-amino-3-Chloropyridin-4-yl)oxy)-3-fluorophenyl)-1-(p-tolyl)-5-(trifluoromethyl)-1H-pyrazole-4-carboxamide NC1=NC=CC(=C1Cl)OC1=C(C=C(C=C1)NC(=O)C=1C=NN(C1C(F)(F)F)C1=CC=C(C=C1)C)F